[4-(4-fluorophenyl)-6-isopropyl-2-(N-methyl-N-methylsulfonyl-amino)-pyrimidine-5-yl]-methyl formate C(=O)OCC=1C(=NC(=NC1C(C)C)N(S(=O)(=O)C)C)C1=CC=C(C=C1)F